5-methoxy-2-methylbenzo[d]Oxazole COC=1C=CC2=C(N=C(O2)C)C1